4-[[(8-chloro-9-methyl-pyrido[3',2':4,5]thieno[3,2-d]pyrimidin-4-yl)amino]methyl]-N,N-dimethyl-benzamide ClC1=C(C2=C(SC3=C2N=CN=C3NCC3=CC=C(C(=O)N(C)C)C=C3)N=C1)C